CC1(CCC2(CCC(O2)OCC(CO)(C)C)CC1)C 3-((8,8-dimethyl-1-oxaspiro[4.5]decan-2-yl)oxy)-2,2-dimethylpropan-1-ol